4,6-Dibromo-N-(methyl-d3)pyridazine-3-carboxamide BrC1=C(N=NC(=C1)Br)C(=O)NC([2H])([2H])[2H]